Allyloxy-methyl-(2,4,6-triisopropylphenyl)silane C(C=C)O[SiH](C1=C(C=C(C=C1C(C)C)C(C)C)C(C)C)C